2-(4-ethyl-1,3-dioxolan-2-yl)benzaldehyde C(C)C1OC(OC1)C1=C(C=O)C=CC=C1